CN1N=NC2=C1C=CC(=C2C)[C@@H](C(C(=O)OCC)C)C2=CC(=C(C=C2)C)CN2CC(OC1=C(C2)C=CC=C1)CC (3S)-ethyl 3-(1,4-dimethyl-1H-benzo[d][1,2,3]triazol-5-yl)-3-(3-((2-ethyl-2,3-dihydrobenzo[f][1,4]oxazepin-4(5H)-yl)methyl)-4-methylphenyl)-2-methylpropanoate